ClC1=C(C=2N=C(N=C(C2C=N1)N1C[C@@H](CCC1)CC(=O)OC)OC[C@]12CCCN2C[C@@H](C1)F)F Methyl 2-((S)-1-(7-chloro-8-fluoro-2-(((2R,7aS)-2-fluorotetrahydro-1H-pyrrolizin-7a(5H)-yl)methoxy)pyrido[4,3-d]pyrimidin-4-yl)piperidin-3-yl)acetate